C(=O)O.C(=O)O.C1C=NC=C2N1CC1=C(C=C3C=CC(NC3=C1)=O)OC=C2 12H-pyrazino[1',2':5,6][1,5]oxazocino[2,3-g]quinolin-11(14H)-one diformate